1-palmitoyl-2-linoleoyl-sn-glycero-3-phosphoethanolamine C(CCCCCCCCCCCCCCC)(=O)OC[C@@H](OC(CCCCCCC\C=C/C\C=C/CCCCC)=O)COP(=O)(O)OCCN